C(CC)NC(NCCC[C@H](N)C(=O)O)=N L-Nω-propyl-L-arginine